C1(=C(C(=C(C(=C1[2H])[2H])[2H])[2H])[2H])CS(=O)(=O)OC1=C(OC(C1=O)([2H])C1=CC=C(C=C1)C(F)(F)F)N([2H])[2H] 2-(amino-d2)-4-oxo-5-(4-(trifluoromethyl)phenyl)-4,5-dihydrofuran-3-yl-5-d (phenyl-d5)methanesulfonate